8,11-tetradecadiene-3-yn-1-ol C(CC#CCCCC=CCC=CCC)O